2-Amino-N-(benzo[d][1,3]dioxol-5-yl)-N-methyl-3-phenylpropanamide NC(C(=O)N(C)C1=CC2=C(OCO2)C=C1)CC1=CC=CC=C1